((tert-butoxycarbonyl)amino)-8-fluoro-4-isobutoxyquinoline-2-carboxylic acid C(C)(C)(C)OC(=O)NC=1C(=NC2=C(C=CC=C2C1OCC(C)C)F)C(=O)O